N2,N6-bis(4-sulfamoylbenzoyl)-L-lysine S(N)(=O)(=O)C1=CC=C(C(=O)N[C@@H](CCCCNC(C2=CC=C(C=C2)S(N)(=O)=O)=O)C(=O)O)C=C1